C1(CC1)C1=NC=CC(=C1)C1=NSC(=N1)[C@H](C)NC(C1=CC=CC=C1)=O (S)-N-(1-(3-(2-cyclopropylpyridin-4-yl)-1,2,4-thiadiazol-5-yl)ethyl)benzamide